C(C)(C)(C)NC(=O)NC=1C=CC2=C(O[C@H](C(N2CC2=CC(=CC=C2)C(F)(F)F)=O)C)C1 (S)-1-(tert-butyl)-3-(2-methyl-3-oxo-4-(3-(trifluoromethyl)benzyl)-3,4-dihydro-2H-benzo[b][1,4]oxazin-7-yl)urea